4-ethynyl-1-fluoro-2-(trifluoromethyl)benzene C(#C)C1=CC(=C(C=C1)F)C(F)(F)F